ClC1=C(C=CC=C1B1OC(C(O1)(C)C)(C)C)C1C(NC(CC1)=O)=O 3-(2-chloro-3-(4,4,5,5-tetramethyl-1,3,2-dioxaborolan-2-yl)phenyl)piperidine-2,6-dione